N1C(=NC=C2C=NC=C3C(=C21)C=CC=C3)N pyrimido[5,4-d][2]benzazepin-2-amine